1-((4aS,6S,7R,7aS)-7-Fluoro-2-(hexyloxy)-2-oxidotetrahydro-4H-furo[3,2-d][1,3,2]dioxaphosphinin-6-yl)-5-methylpyrimidine-2,4(1H,3H)-dione F[C@H]1[C@H](O[C@@H]2[C@@H]1OP(OC2)(=O)OCCCCCC)N2C(NC(C(=C2)C)=O)=O